BrC1=CC=2CN3C(COC2N=C1)CN(CC3=O)C 3-bromo-9-methyl-9,10,10a,11-tetrahydro-5H-pyrazino[2,1-c]pyrido[3,2-f][1,4]oxazepin-7(8H)-one